methyl 1-(2-aminoethyl)-3-(4-fluorophenyl)-4-iodo-1H-pyrrole-2-carboxylate NCCN1C(=C(C(=C1)I)C1=CC=C(C=C1)F)C(=O)OC